(S)-2-aminoglutamic acid NC(N)(CCC(=O)O)C(=O)O